C(#N)C1=CC2=C(N(N=C2C=C1)C(C)C1=C2C=CN(C2=C(C=C1OCC(F)F)C)C(=O)OC(C)(C)C)O tert-butyl 4-(1-(5-cyano-3-hydroxy-2H-indazol-2-yl)ethyl)-5-(2,2-difluoroethoxy)-7-methyl-1H-indole-1-carboxylate